2-(bromomethyl)bicyclo[1.1.0]butane BrCC1C2CC12